C(C)(C)(C)OC(CC(C(=O)NCC1=CC=C(C=C1)F)C1=CC=2N(C3=CC=CC=C3C2C=C1)C(=O)OC(C)(C)C)=O tert-butyl 2-(4-(tert-butoxy)-1-((4-fluorobenzyl)amino)-1,4-dioxo Butane-2-yl)-9H-carbazole-9-carboxylate